2-((3-methyloxetan-3-yl)methylthio)ethanol tert-butyl-((l)-3-hydroxy-3-(nitromethyl)cyclopentyl)carbamate C(C)(C)(C)N(C(=O)OCCSCC1(COC1)C)C1CC(CC1)(C[N+](=O)[O-])O